((R)-2,5,7,8-tetramethyl-2-((4R,8R)-4,8,12-trimethyltridecyl) chroman-6-yl) succinate C(CCC(=O)[O-])(=O)OC=1C(=C2CC[C@](OC2=C(C1C)C)(CCC[C@@H](CCC[C@@H](CCCC(C)C)C)C)C)C